(R)-2-(2-ethoxy-3-pyridinyl)-8-methyl-6-[1-methylpropyl]imidazo[1,5-a]pyrimidine C(C)OC1=NC=CC=C1C1=NC=2N(C=C1)C(=NC2C)[C@@H](CC)C